4-(2-(4-(4-((5-chloro-4-((5-(dimethylphosphoryl)quinoxalin-6-yl)amino)pyrimidin-2-yl) Amino)-5-methoxy-2-(1-methyl-1H-pyrazol-4-yl)phenyl)piperazin-1-yl)ethyl)piperidine-1-carboxylate ClC=1C(=NC(=NC1)NC1=CC(=C(C=C1OC)N1CCN(CC1)CCC1CCN(CC1)C(=O)[O-])C=1C=NN(C1)C)NC=1C(=C2N=CC=NC2=CC1)P(=O)(C)C